C(C)(C)C1C(N(CN1)C)CO (5-isopropyl-3-methylimidazolidin-4-yl)methanol